F[C@H]1CN(CC[C@H]1NC1=NN2C(C=N1)=CN=C2C(C)C)C(=O)OC(C)(C)C tert-butyl (3S,4R)-3-fluoro-4-({7-isopropylimidazo[4,3-f][1,2,4]triazin-2-yl}amino)piperidine-1-carboxylate